7-O-(2-naphthylmethyl)naringenin Ethyl-(S)-2-formyl-4-methyl-1-(oxetan-2-ylmethyl)-1H-imidazole-5-carboxylate C(C)[C@]1(N(C(=C(N1)C)C(=O)O)CC1OCC1)C=O.C1=C(C=CC2=CC=CC=C12)COC=1C=C(C=2C(C[C@H](OC2C1)C1=CC=C(O)C=C1)=O)O